Cl.Cl.C[C@@H]1CN(C[C@@H](N1)C)C=1N=NC(=CN1)C1=C(C=C(C=C1)C=1SC=2C(=NC(=CC2N1)C)C)O 2-{3-[(3R,5S)-3,5-dimethylpiperazin-1-yl]-1,2,4-triazin-6-yl}-5-(4,6-dimethyl[1,3]thiazolo[5,4-c]pyridin-2-yl)phenol dihydrochloride